BrC=1C(=NC=NC1C)OC 5-bromo-4-methoxy-6-methyl-pyrimidine